N-(1-(3-(5-bromo-1H-pyrazol-1-yl)pyrazin-2-yl)ethyl)-3,5-bis(trifluoromethyl)benzamide BrC1=CC=NN1C=1C(=NC=CN1)C(C)NC(C1=CC(=CC(=C1)C(F)(F)F)C(F)(F)F)=O